SCCOCC(COCCS)(COCCS)COCCS 2'-[[2,2-bis[(2-mercaptoethoxy)methyl]-1,3-propanediyl]bis(oxy)]bis-ethanethiol